CC1(CC=CC=C1)C1=CC(=CC=C1)C 1,3'-dimethylbiphenyl